2,2-dimethyl-2-silapentane-5-sulfonate C[Si](C)(CCCS(=O)(=O)[O-])C